ClC(Cl)(Cl)SC(Cl)(Cl)Cl perchloro-methyl sulfide